7-bromo-N-[(4-methoxyphenyl)methyl]-4-methyl-1,5-naphthyridin-2-amine BrC1=CN=C2C(=CC(=NC2=C1)NCC1=CC=C(C=C1)OC)C